N-(4-(1H-pyrazol-1-yl)benzyl)-N-(3-methoxybenzyl)-3-(piperidin-1-ylmethyl)aniline N1(N=CC=C1)C1=CC=C(CN(C2=CC(=CC=C2)CN2CCCCC2)CC2=CC(=CC=C2)OC)C=C1